COC(=O)C1=CC=2C(=NC=CC2Br)N1 4-bromo-1H-pyrrolo[2,3-b]pyridine-2-carboxylic acid methyl ester